C1(=C(C(=CC(=C1)C)C)C(C(=O)OCC(C(COC(C1=CC=CC=C1)=O)C(C)C)C(C)C)=O)C 2,3-diisopropyl-1,4-butanediol benzoate mesitylglyoxylate